2-amino-6-fluoro-3'-hydroxy-2',6'-dimethyl-5-(pyridin-4-yl)-[1,1'-biphenyl]-3-carbonitrile NC1=C(C(=C(C=C1C#N)C1=CC=NC=C1)F)C1=C(C(=CC=C1C)O)C